3-(2-chloroethyl)-3H-[1,2,3]triazol ClCCN1N=NC=C1